2-(aminomethyl)-3-chloroaniline NCC1=C(N)C=CC=C1Cl